tert-butyl 4-(2-cyano-5-(((5-fluoro-2,3-dihydrobenzofuran-4-yl)methyl)amino)imidazo[1,2-c]pyrimidin-8-yl)piperidine-1-carboxylate C(#N)C=1N=C2N(C(=NC=C2C2CCN(CC2)C(=O)OC(C)(C)C)NCC2=C(C=CC3=C2CCO3)F)C1